4-(4-Chloro-3-fluorophenoxy)-5-(7-methoxy-1-methyl-1H-pyrrolo[2,3-c]pyridin-3-yl)-2-methylaniline ClC1=C(C=C(OC2=CC(=C(N)C=C2C2=CN(C3=C(N=CC=C32)OC)C)C)C=C1)F